tert-butyl (R)-(5-(2-isopropylphenyl)-5-oxopent-2-yl)carboxylate C(C)(C)C1=C(C=CC=C1)C(CC[C@@H](C)C(=O)OC(C)(C)C)=O